bis(1,5-cyclooctadiene) tetrafluoroborate rhodium [Rh+3].F[B-](F)(F)F.C1=CCCC=CCC1.C1=CCCC=CCC1.F[B-](F)(F)F.F[B-](F)(F)F